ClC=1C(=NC=CC1C1=C(C(=CC=C1)C1=NC(=C(C=C1)CNC[C@H]1NC(CC1)=O)OC)Cl)C=1C=NC2=CC(=CC=C2C1)CNC[C@@H]1CCC(N1)=O (5S)-5-[[[3-[3-chloro-4-[2-chloro-3-[6-methoxy-5-[[[(2S)-5-oxopyrrolidin-2-yl]methylamino]methyl]-2-pyridyl]phenyl]-2-pyridyl]-7-quinolyl]methylamino]methyl]pyrrolidin-2-one